ethanesulfonic acid {2-[5-(1-methyl-2-oxo-1,2,3,4-tetrahydro-quinolin-6-yl)-pyridin-3-yloxy]-ethyl}-amide CN1C(CCC2=CC(=CC=C12)C=1C=C(C=NC1)OCCNS(=O)(=O)CC)=O